2-chloro-1-(7-(4-(trifluoromethyl)phenoxy)-3,4-dihydroisoquinolin-2(1H)-yl)prop-2-en-1-one ClC(C(=O)N1CC2=CC(=CC=C2CC1)OC1=CC=C(C=C1)C(F)(F)F)=C